FC(C=1SC2=C(N1)C=CC=C2)(F)F 2-(trifluoromethyl)benzothiazole